FC1=CC=C(C=C1)C=1C=C2C(=NC=NC2=C(C1)OCC(=O)NS(=O)(=O)C1=CC=CC=C1)NC(C)C=1C=NC(=NC1)C(F)(F)F 2-((6-(4-fluorophenyl)-4-((1-(2-(trifluoromethyl)pyrimidin-5-yl)ethyl)amino)quinazolin-8-yl)oxy)-N-(phenylsulfonyl)acetamide